ClC=1C=NC(=C(C(=O)NC2CCC(CC2)CN2C(N(C=3C2=NC=CC3)C3=C(C=CC(=C3)OC)F)=O)C1)C(F)(F)F 5-chloro-N-((1r,4r)-4-((1-(2-fluoro-5-methoxyphenyl)-2-oxo-1H-imidazo[4,5-b]pyridin-3(2H)-yl)methyl)cyclohexyl)-2-(trifluoromethyl)nicotinamide